L-valyl-D-glutamic acid N[C@@H](C(C)C)C(=O)N[C@H](CCC(=O)O)C(=O)O